NC1=C(C=CC=C1)S(=O)(=O)O (dl)-o-aminobenzenesulfonic acid